(S)-6-(1-amino-1,3-dihydro-spiro[inden-2,4'-piperidin]-1'-yl)-3-(1-(2-chloro-3-hydroxyphenyl)vinyl)-1H-pyrazolo[3,4-d]pyrimidin-4(5H)-one N[C@@H]1C2=CC=CC=C2CC12CCN(CC2)C=2NC(C1=C(N2)NN=C1C(=C)C1=C(C(=CC=C1)O)Cl)=O